NC1=CC(=NC=N1)C1=NC=NC=C1NC=1C(=CC(=NC1)C(CC)=O)C 1-[5-({6'-amino-[4,4'-bipyrimidin]-5-yl}amino)-4-methylpyridin-2-yl]propan-1-one